(S)-2-((6-oxo-5-(trifluoromethyl)-1-((2-(Trimethylsilyl)ethoxy)methyl)-1,6-dihydropyridazin-4-yl)amino)propyl-4-methylbenzenesulfonic acid propyl ester C(CC)OS(=O)(=O)C1=C(C=C(C=C1)C)C[C@H](C)NC=1C=NN(C(C1C(F)(F)F)=O)COCC[Si](C)(C)C